CC1=C(C=C(C(=C1)C)NC(C(C)N1C=C(C2=CC(=CC=C12)S(=O)(=O)N1CCCCC1)C)=O)N1CCN(CC1)C(=O)OC(C)(C)C tert-butyl 4-[2,4-dimethyl-5-[2-[3-methyl-5-(1-piperidylsulfonyl)indol-1-yl]propanoylamino] phenyl]piperazine-1-carboxylate